7-acetylamino-6-(1-ethyl-propoxy)-2,2-dimethyl-3a,6,7,7a-tetrahydro-benzo[1,3]dioxole-4-carboxylate C(C)(=O)NC1C(C=C(C2C1OC(O2)(C)C)C(=O)[O-])OC(CC)CC